CC=1C=C(C=C(C1CC1=CNC2=CC(=CC=C12)[N+](=O)[O-])C)O 3,5-dimethyl-4-((6-nitro-1H-indol-3-yl)methyl)phenol